5-(4-cyclopropylpiperazin-1-yl)pyrazolo[1,5-a]pyrimidine-3-carboxamide C1(CC1)N1CCN(CC1)C1=NC=2N(C=C1)N=CC2C(=O)N